C(C)(C)(C)OC(=O)N1C(CN(CC1C)C=1C=NC(=NC1)C#N)C.C(C1=CC=CC=C1)N1N=CC2=CC=C(C=C12)C=1C(=CC(N(C1)C)=O)OC1CCC(CC1)CS(=O)(=O)N (4-((5-(1-benzyl-1H-indazol-6-yl)-1-methyl-2-oxo-1,2-dihydropyridin-4-yl)oxy)cyclohexyl)methylsulfonamide tert-butyl-4-(2-cyanopyrimidin-5-yl)-2,6-dimethylpiperazine-1-carboxylate